5,5-di(hydroxymethyl)norbornene OCC1(C2C=CC(C1)C2)CO